FC=1C=C(/C=C/C2=CC=C(C=C2)NC(=O)NC(C)C)C=C(C1O)C=O (E)-1-(4-(3-fluoro-5-formyl-4-hydroxystyryl)phenyl)-3-isopropylurea